N-methyl-tertiary butyl-amine CNC(C)(C)C